N-(5-(4-(((4,4-difluoropyrrolidin-3-yl)oxy)methyl)-1-methyl-1H-pyrazol-5-yl)pyrazolo[1,5-a]pyridin-2-yl)cyclopropanecarboxamide FC1(C(CNC1)OCC=1C=NN(C1C1=CC=2N(C=C1)N=C(C2)NC(=O)C2CC2)C)F